[C@H](C)(CC)[C@@H]1N(CC2=C(NC1=O)C=CC=C2)C(=O)N2C[C@@H](CC2)CO (S)-3-((S)-sec-butyl)-4-((R)-3-(hydroxymethyl)pyrrolidine-1-carbonyl)-1,3,4,5-tetrahydro-2H-benzo[e][1,4]diazepin-2-one